CC1=C(C(=CC2=C1C3=C(C(=CC(=C3)OC)O)C(=O)O2)O)Cl The molecule is a benzochromenone that is 6H-benzo[c]chromen-6-one which is substituted by a methyl group at position 1, chloro group at position 2, hydroxy groups at positions positions 3 and 7, and by a methoxy group at position 9. It has a role as an antifungal agent, a fungal metabolite and an antimicrobial agent. It is a benzochromenone, an aromatic ether, an organic hydroxy compound, a delta-lactone and an organochlorine compound. It derives from a 6H-dibenzo[b,d]pyran-6-one.